1,6-dihydroxy-3,7-dimethoxy-2,8-bis(3-methyl-2-butenyl)-9H-xanthen-9-one OC1=C(C(=CC=2OC3=CC(=C(C(=C3C(C12)=O)CC=C(C)C)OC)O)OC)CC=C(C)C